C(C1=CC=CC=C1)=C1N=C(OC1=O)C=CC1=C(C=CC=C1)Cl 4-benzylidene-2-(2-chlorostyryl)oxazol-5(4H)-one